3'-((2-chloro-6-methyl-5,6,7,8-tetrahydropyrido[4,3-d]pyrimidin-4-yl)oxy)-1-methyl-11',12'-dihydrospiro[azetidine-3,10'-[1,4]diazepino[5',6':4,5]thieno[3,2-f]quinoxalin]-8'(9'H)-one ClC=1N=C(C2=C(N1)CCN(C2)C)OC2=NC=1C=CC3=C(C1N=C2)C2=C(S3)C(NC3(CN2)CN(C3)C)=O